3-(4-(tert-butyl)phenyl)-1-(2-hydroxyphenyl)prop-2-en-1-one oxime C(C)(C)(C)C1=CC=C(C=C1)C=CC(=NO)C1=C(C=CC=C1)O